4-((1S,3S)-3-(5-(2-cyclopropylethyl)-1,2,4-oxadiazol-3-yl)-2,2-dimethylcyclopropyl)benzene-sulfonamide C1(CC1)CCC1=NC(=NO1)[C@@H]1C([C@H]1C1=CC=C(C=C1)S(=O)(=O)N)(C)C